(2S)-bicyclo[2.2.1]Heptane-2-amine C12[C@H](CC(CC1)C2)N